(2R,4R)-2-((3-(5-fluoropyrimidin-2-yl)-4-methylphenyl)carbamoyl)-4-(trifluoromethyl)pyrrolidine-1-carboxylic acid tert-butyl ester C(C)(C)(C)OC(=O)N1[C@H](C[C@H](C1)C(F)(F)F)C(NC1=CC(=C(C=C1)C)C1=NC=C(C=N1)F)=O